spiro[azetidine-3,9'-fluorene]-3'-ol C1=CC(=CC=2C3=CC=CC=C3C3(C12)CNC3)O